5-chloro-2-(difluoromethyl)-N-((1r,4r)-4-((2-oxo-2,3-dihydro-1H-benzo[d]imidazol-1-yl)methyl)cyclohexyl)nicotinamide ClC=1C=NC(=C(C(=O)NC2CCC(CC2)CN2C(NC3=C2C=CC=C3)=O)C1)C(F)F